O1C(CCCC1)N1N=CC(=C1)B(O)O 1-(TETRAHYDRO-2H-PYRAN-2-YL)PYRAZOLE-4-BORONIC ACID